CN(C1=NC(N(C2=CC(=CC=C12)C(F)(F)F)C1=C(C=CC=C1)C)=O)C 4-(dimethylamino)-1-(o-tolyl)-7-(trifluoromethyl)quinazolin-2(1H)-one